N-(4-Chloro-3-cyano-1H-indol-7-yl)-1-[(2R)-3-hydroxy-2-methyl-propyl]pyrazol-4-sulfonamid ClC1=C2C(=CNC2=C(C=C1)NS(=O)(=O)C=1C=NN(C1)C[C@H](CO)C)C#N